pyrazolyl-pinacol boronate B(O)O.N1N=C(C=C1)CC(O)(C)C(C)(C)O